4-(3-chloro-5-(2-isopropylphenyl)pyrido[2,3-d]pyridazin-8-yl)piperazine-1-carboxylic acid tert-butyl ester C(C)(C)(C)OC(=O)N1CCN(CC1)C=1N=NC(=C2C1N=CC(=C2)Cl)C2=C(C=CC=C2)C(C)C